4,4'-(3,3,5-trimethyl-cyclohexylidene)bisphenol CC1(CC(CC(C1)C)(C1=CC=C(C=C1)O)C1=CC=C(C=C1)O)C